3-(cyanomethyl)-3-[4-(7H-pyrrolo[2,3-d]pyrimidin-4-yl)-1H-pyrazol-1-yl]azetidin-1-yl-2,5-difluoro-N-[(1S)-2,2,2-trifluoro-1-methylethyl]benzamide C(#N)CC1(CN(C1)C=1C(=C(C(=O)N[C@H](C(F)(F)F)C)C=C(C1)F)F)N1N=CC(=C1)C=1C2=C(N=CN1)NC=C2